O(C1=CC=CC=C1)C=1C=C(C=CC1)C(C(=O)OCN1C=CC2=C1N=CN=C2N(C)[C@H]2CN(CC[C@H]2C)C(CC#N)=O)C (4-(((3R,4R)-1-(2-cyanoacetyl)-4-methylpiperidin-3-yl) (methyl)amino)-7H-pyrrolo[2,3-d]pyrimidin-7-yl)methyl 2-(3-phenoxyphenyl)propanoate